CN1N=CN=C1 1-methyl-1H-1,2,4-triazol